C(C(C)C)N1[C@H](C[C@@H](CC1)CC1=CC=2N(C=C1)N=CC2N2C(NC(C=C2)=O)=O)C 1-(5-(((2S,4R)-1-isobutyl-2-methylpiperidin-4-yl)methyl)pyrazolo[1,5-a]pyridin-3-yl)pyrimidine-2,4(1H,3H)-dione